1-bromo-5-methoxyisoquinolin-3-amine BrC1=NC(=CC2=C(C=CC=C12)OC)N